4-((2-(2-(2-aminoethoxy)ethoxy)ethyl)amino)-2-(2-oxopiperidin-3-yl)isoindoline NCCOCCOCCNC1=C2CN(CC2=CC=C1)C1C(NCCC1)=O